C[C@@H]1CN(C[C@H](N1)C)C1=NC2=CC=CC=C2N=C1 2-[(3R,5R)-3,5-dimethylpiperazin-1-yl]quinoxaline